C(O)(=O)Br.C=C ethylene bromocarbonate